C(=CCCCC)P(O)(=O)C1=CC=CC=C1 hexenyl-phenyl-phosphinic acid